C1(C(C=CC2=NC3=CC=CC=C3C=C12)N)N dihydroacridinediamine